C(C)(=O)N1CCN(CC1)C1=CC=C(C#N)C=C1 4-(4-acetyl-piperazin-1-yl)-benzonitrile